(2-[8-(methoxydimethylsilyl)octoxy]-5-hydroxyphenyl)triphenylphosphonium bromide [Br-].CO[Si](CCCCCCCCOC1=C(C=C(C=C1)O)[P+](C1=CC=CC=C1)(C1=CC=CC=C1)C1=CC=CC=C1)(C)C